C(C)(C)(C)N(C(O)=O)[C@H](CC1(CCC(CC1)(O)C(C1=C(C(=CC=C1)F)Br)=O)C#N)C.O=C1N(C(CC1)=O)C1=NC=CN=C1 2,5-Dioxopyrrolidin-1-yl-pyrazine tert-Butyl-((S)-1-(trans-4-(2-bromo-3-fluorobenzoyl)-1-cyano-4-hydroxycyclohexyl)propan-2-yl)carbamate